4-ethynyldihydrofuran-2(3H)-one C(#C)C1CC(OC1)=O